C(\C=C\C=CC)=O trans-2,4-hexadienal